4,6-difluoro-1,3-benzothiazol-2-amine FC1=CC(=CC2=C1N=C(S2)N)F